pantothenic acid, pantothenic acid salt C(CCNC([C@H](O)C(C)(C)CO)=O)(=O)O.C(CCNC([C@H](O)C(C)(C)CO)=O)(=O)O